C(C=C)ON=C1C(CCCC1)C(C)CC 2-(sec-butyl)cyclohexan-1-one O-allyl oxime